4-tolylaminopropyl benzoate C(C1=CC=CC=C1)(=O)OCCCNC1=CC=C(C=C1)C